1-(3,6-Dibromo-carbazol-9-yl)-3-phenylamino-propan-2-ol BrC=1C=CC=2N(C3=CC=C(C=C3C2C1)Br)CC(CNC1=CC=CC=C1)O